CN1N=CC=2C(NC=3C=C(C=CC3C21)C(=O)O)=O 1-methyl-4-oxo-4,5-dihydro-1H-pyrazolo[4,3-c]quinoline-7-carboxylic acid